1-(Tert-butyl) 2-methyl (2S,4R)-4,5-dimethoxypyrrolidine-1,2-dicarboxylate CO[C@@H]1C[C@H](N(C1OC)C(=O)OC(C)(C)C)C(=O)OC